NC1=NC2=C(C=3N1N=C(N3)C=3OC=CC3)SC(N2CCN2CCN(CC2)C2=C(C=C(OCC3CN(CCO3)C(=O)OC(C)(C)C)C=C2)F)=O tert-butyl 2-((4-(4-(2-(5-amino-8-(furan-2-yl)-2-oxothiazolo[5,4-e][1,2,4]triazolo[1,5-c]pyrimidin-3(2H)-yl) ethyl) piperazin-1-yl)-3-fluorophenoxy)-methyl)-morpholine-4-carboxylate